C(C)(C)(C)OC(=O)C=1C(=NN(C1C1=CC=NC=C1)CC1=CC=C(C=C1)OC)N.FC(C1=C(C=CC(=C1)N)C1=C(C=C(N)C=C1)C(F)(F)F)(F)F 2,2'-Bis(trifluoromethyl)benzidine tert-Butyl-3-amino-1-(4-methoxybenzyl)-5-(pyridin-4-yl)-1H-pyrazole-4-carboxylate